Butyryl-cholin C(CCC)(=O)OCC[N+](C)(C)C